FC(C1=CC=C(C=C1)C1=CC=C(C=C1)C=O)(F)F (4'-(trifluoromethyl)-[1,1'-biphenyl]-4-yl)methanone